C(N1CCC(CC1)C1=NN=C(O1)[C@]12CN(C[C@@]2(C1)C(F)(F)F)C1=C2C=CC=NC2=C(C=C1)C#N)([2H])([2H])[2H] 5-((1R,5S)-1-(5-(1-(methyl-d3)piperidin-4-yl)-1,3,4-oxadiazol-2-yl)-5-(trifluoromethyl)-3-azabicyclo[3.1.0]hex-3-yl)quinoline-8-carbonitrile